C1(CCCCC1)P(=C(C1=CC=CC=C1)P(C1CCCCC1)C1CCCCC1)(C1CCCCC1)C1CCCCC1 tricyclohexyl((dicyclohexyl-phosphanyl)(phenyl)methylene)-phosphane